2-(3,4-dimethoxyphenyl)-6-(4-(8-isopropyl-3,8-diazabicyclo[3.2.1]octan-3-yl)phenyl)-8-methyl-5,6,7,8-tetrahydro-[1,2,4]triazolo[1,5-a]pyridine COC=1C=C(C=CC1OC)C1=NN2C(C(CC(C2)C2=CC=C(C=C2)N2CC3CCC(C2)N3C(C)C)C)=N1